D-(-)-3-hydroxy-2,4-dibromobenzene OC=1C(=CC=CC1Br)Br